CC(C1=CC(=C(C(=C1)C(C)(C)C)O)C(C)(C)C)C(=O)O 3,5-di-t-butyl-4-hydroxyphenylpropionic acid